2-(7-(diethylamino)-4-methyl-2-oxo-2H-chromen-3-yl)ethyl (5-acetamidopyridin-2-yl)carbamate C(C)(=O)NC=1C=CC(=NC1)NC(OCCC=1C(OC2=CC(=CC=C2C1C)N(CC)CC)=O)=O